F/C(=C/C(=O)NC1=CC(=NC=C1)C=1C=CC=C2C=NC(=NC12)NC=1C=NC(=CC1)N1CCOCC1)/C (E)-3-fluoro-N-(2-(2-((6-morpholinylpyridin-3-yl)amino)quinazolin-8-yl)pyridin-4-yl)but-2-enamide